barium titanium phosphate salt P(=O)([O-])([O-])[O-].[Ti+4].[Ba+2].P(=O)([O-])([O-])[O-]